N1(CCCCC1)C1CCN(CC1)C(=O)OC1=CC=2C(=C3C(=NC2C=C1)C1=CC2=C(C(N1C3)=O)COC([C@]2(O)CC)=O)CC (4S)-4,11-diethyl-4-hydroxy-3,14-dioxo-3,4,12,14-tetrahydro-1H-pyrano[3',4':6,7]indolizino[1,2-b]quinolin-9-yl [1,4'-bipiperidine]-1'-carboxylate